1-diphenylphosphino-1'-(di-tert-butylphosphino)ferrocene C1(=CC=CC=C1)P([C-]1C=CC=C1)C1=CC=CC=C1.C(C)(C)(C)P([C-]1C=CC=C1)C(C)(C)C.[Fe+2]